NC(N)=NC(C1=C(C=C(C(=C1)S(=O)(=O)C)N1C=CC=C1)C)=O (diaminomethylene)-2-methyl-5-methylsulfonyl-4-pyrrol-1-yl-benzamide